tert-butyl N-[1-(5-bromo-4-fluoro-2-pyridyl)-3-methyl-azetidin-3-yl]-N-(cyclopropylmethyl)carbamate BrC=1C(=CC(=NC1)N1CC(C1)(C)N(C(OC(C)(C)C)=O)CC1CC1)F